ClC1=C(C=CC(=C1)CC(=O)NC1=CC(=NO1)C1CC(C1)(C)C)C=1C(=C(N(N1)C(C)C)NC(OC(C)(C)C)=O)C#N tert-Butyl N-[5-[2-chloro-4-[2-[[3-(3,3-dimethylcyclobutyl)isoxazol-5-yl]amino]-2-oxoethyl]phenyl]-4-cyano-2-isopropyl-pyrazol-3-yl]carbamate